(3S,4S)-8-{3-[(4R)-7-fluoro-4-methyl-1,2,3,4-tetrahydro-1,5-naphthyridin-1-yl]-1H-pyrazolo[3,4-b]pyrazin-6-yl}-3-methyl-2-oxa-8-azaspiro[4.5]decan-4-amine hydrochloride Cl.FC1=CN=C2[C@@H](CCN(C2=C1)C1=NNC2=NC(=CN=C21)N2CCC1([C@@H]([C@@H](OC1)C)N)CC2)C